(4-((2-oxo-2,3-dihydro-1H-benzo[D]imidazol-1-yl)methyl)phenyl)acetic acid O=C1NC2=C(N1CC1=CC=C(C=C1)CC(=O)O)C=CC=C2